ClC1=NC=C(C(=N1)NC=1C(=NC=CC1)S(=O)(=O)N(C)C)Cl 3-((2,5-dichloropyrimidin-4-yl)amino)-N,N-dimethylpyridine-2-sulfonamide